C(C)(C)(C)OC(=O)N1C(CC2(CC1)CC=C(CC2)C2=C(C1=C(N=CN=C1N)N2C)C=2C=NC(=CC2)OC)C 9-(4-amino-5-(6-methoxypyridin-3-yl)-7-methyl-7H-pyrrolo[2,3-d]pyrimidin-6-yl)-2-methyl-3-azaspiro[5.5]undec-8-ene-3-carboxylic acid tert-butyl ester